tert-butyl (4-(3-isopropyl-1-(4-(3-phenylureido)naphthalen-1-yl)imidazo[1,5-a]pyrazin-5-yl)cyclohex-3-en-1-yl)(methyl)carbamate C(C)(C)C1=NC(=C2N1C(=CN=C2)C2=CCC(CC2)N(C(OC(C)(C)C)=O)C)C2=CC=C(C1=CC=CC=C21)NC(=O)NC2=CC=CC=C2